Geranyl isobutyrate ((E)-3,7-dimethylocta-2,6-dien-1-yl isobutyrate) C\C(=C/CC(C(=O)O)(C)C)\CCC=C(C)C.C(C(C)C)(=O)OC\C=C(/C)\CCC=C(C)C